(4-amino-3-(4-(1-aminocyclopropyl)piperidin-1-yl)-6-(2,3-dichlorophenyl)pyridin-2-yl)methanol NC1=C(C(=NC(=C1)C1=C(C(=CC=C1)Cl)Cl)CO)N1CCC(CC1)C1(CC1)N